C(CC(=O)C)(=O)OCCCC n-butyl acetoacetate